octahydro-5H-10-oxa-1,2,5,7-tetraazacycloocta[cd]indene N1NC2CCNC3C2=C1OC=CNC3